NC1=CC(=C(C=C1)C=1C(=C(C(=O)N)C=C(C1)Cl)O)Cl (4-amino-2-chlorophenyl)-5-chloro-2-hydroxybenzamide